C(C)(C)(C)C1=NC(=NO1)C1=CC=C(C=C1)C(=O)N1CC2(C1)CC(C2)N2N=C(N=C2)C(F)(F)F (4-(5-(tert-butyl)-1,2,4-oxadiazol-3-yl)phenyl)(6-(3-(trifluoromethyl)-1H-1,2,4-triazol-1-yl)-2-azaspiro[3.3]heptan-2-yl)methanone